(2S,4R)-trans-4-hydroxy-L-proline O[C@@H]1C[C@H](NC1)C(=O)O